S(=O)(=O)([O-])C1=CC=C(C)C=C1.[NH4+] Ammonium tosylat